3-(5-isobutyl-1H-1,2,4-triazol-3-yl)(isopropylamino)-5H-pyrido[3,2-b]indole-7-carbonitrile C(C(C)C)C1=NC(=NN1)C1=CC=2NC=3C=C(C=CC3C2N=C1NC(C)C)C#N